(cis)-2-fluorocyclopropane-1-carboxylic acid F[C@@H]1[C@@H](C1)C(=O)O